N-[trans-4-(8'-chloro-4'H,6'H-spiro[1,3-dioxolane-2,5'-[1,2,4]triazolo[4,3-a][1]benzazepin]-1'-yl)cyclohexyl]pyridin-2-amine ClC=1C=CC2=C(CC3(CC=4N2C(=NN4)[C@@H]4CC[C@H](CC4)NC4=NC=CC=C4)OCCO3)C1